C(C=C)(=O)N1C[C@@H](N(C[C@H]1C)C1=NC(N2C3=C(C(=C(C=C13)Cl)C1=C(C=C(C=C1)F)F)OC[C@@H]2CN2C(CN(CC2)C)=O)=O)C (3S)-7-((2S,5R)-4-acryloyl-2,5-dimethylpiperazin-1-yl)-9-chloro-10-(2,4-difluorophenyl)-3-((4-methyl-2-oxopiperazin-1-yl)methyl)-2,3-dihydro-5H-[1,4]oxazino[2,3,4-ij]quinazolin-5-one